C(C)(=O)OC(C)(C)C1=CC(=C(C=C1)OC1=C(C=C(C=C1)F)F)C=1C2=C(C(N(C1)C)=O)C=C(O2)C2=CC(=C(C(=C2)C)OCCO)C 2-(4-(2,4-difluorophenoxy)-3-(2-(4-(2-Hydroxyethoxy)-3,5-dimethylphenyl)-5-methyl-4-oxo-4,5-dihydrofuro[3,2-c]pyridin-7-yl)phenyl)propane-2-ol acetate